ClC=1C=C2C(=NN1)NC[C@@]1(N2C[C@@H](C1)OC1=NC(=C(N=C1)C=C)C)CC (6aR,8R)-2-chloro-6a-ethyl-8-((6-methyl-5-vinylpyrazin-2-yl)oxy)-5,6,6a,7,8,9-hexahydropyrrolo[1',2':4,5]pyrazino[2,3-c]pyridazine